C(OCC(F)(F)F)(OCC(F)(F)F)=O Bis(2,2,2-trifluoroethyl) carbonate